2-(1H-1,2,4-triazol-5-yl)ethan-1-amine N1N=CN=C1CCN